methacrylic acid, methacrylate salt C(C(=C)C)(=O)O.C(C(=C)C)(=O)O